(2-(2-methoxy-7-methylquinoxalin-5-yl)-7,8-dihydro-[1,4]dioxino[2',3':3,4]benzo[1,2-d]thiazol-4-yl)(1-(trifluoromethyl)cyclobutyl)methanol COC1=NC2=CC(=CC(=C2N=C1)C=1SC2=C(N1)C(=CC1=C2OCCO1)C(O)C1(CCC1)C(F)(F)F)C